CC1=CC(=NN1)C(=O)NN 5-methyl-1H-pyrazole-3-carboxylic acid hydrazide